pyrimidyl maleate C(\C=C/C(=O)[O-])(=O)OC1=NC=CC=N1